OC=1C(=C(C=NC1)C1=CC=NC=C1)C 5-hydroxy-4-methyl-[3,4'-bipyridine]